CC1=C(C(=O)[O-])C=C(C(=C1O)O)O Methyl-Gallate